CN(CCC1=NN=C(O1)[C@@]12CN(C[C@]2(C1)C(F)(F)F)C1=C2C=CC=NC2=C(C=C1)C#N)C 5-((1S,5R)-1-(5-(2-(dimethylamino)ethyl)-1,3,4-oxadiazol-2-yl)-5-(trifluoromethyl)-3-azabicyclo[3.1.0]hexane-3-yl)quinoline-8-carbonitrile